C(C)(C)(C)OC(=O)N(C12CC(C1)(C2)CC(=O)O)C 2-(3-((tert-butoxycarbonyl)(methyl)amino)bicyclo[1.1.1]pentan-1-yl)acetic acid